(Z)-3-(4-methoxyphenyl)-5-(trimethylsilyl)pent-2-en-4-ynal COC1=CC=C(C=C1)/C(=C/C=O)/C#C[Si](C)(C)C